ClC1=C(C=C(C=C1)F)C1N(C(C2=C3C(=CC(=C12)NC(C1=CC(=CC(=C1)C(F)(F)F)F)=O)NC(N3)=O)=O)CC3=CC=C(C=C3)OC N-(6-(2-chloro-5-fluorophenyl)-7-(4-methoxybenzyl)-2,8-dioxo-1,2,3,6,7,8-hexahydroimidazo[4,5-e]isoindol-5-yl)-3-fluoro-5-(trifluoromethyl)benzamide